5-((5-(2H-tetrazol-5-yl)pyridin-3-yl)methoxy)-2-methoxyisonicotinaldehyde N=1NN=NC1C=1C=C(C=NC1)COC1=CN=C(C=C1C=O)OC